2,2'-(1,3-phenylene)dipropan-2-ol C1(=CC(=CC=C1)C(C)(C)O)C(C)(C)O